[2-(methacryloylamino)ethyl]trimethylammonium C(C(=C)C)(=O)NCC[N+](C)(C)C